2-chloro-7-methyl-4-(4-(trifluoromethyl)cyclohex-1-en-1-yl)pyrido[2,3-d]pyrimidine ClC=1N=C(C2=C(N1)N=C(C=C2)C)C2=CCC(CC2)C(F)(F)F